2-(2,6-Dioxopiperidin-3-yl)-6-(3-ethynylazetidin-1-yl)-1H-pyrrolo[3,4-c]pyridine-1,3(2H)-dione O=C1NC(CCC1N1C(C=2C=NC(=CC2C1=O)N1CC(C1)C#C)=O)=O